ClC1=NC=C(C=N1)C1(CC1)NC(=O)C1=CC(=NN1C)C(F)F N-(1-(2-chloropyrimidin-5-yl)cyclopropyl)-3-(difluoromethyl)-1-methyl-1H-pyrazole-5-carboxamide